3,4-dimethyl-N-[(4-pyrazol-1-ylphenyl)methyl]pyrimido[4',5':4,5]thieno[2,3-c]pyridazin-8-amine CC1=C(C2=C(N=N1)SC1=C2N=CN=C1NCC1=CC=C(C=C1)N1N=CC=C1)C